BrC1=CC2=CN(N=C2C=C1OC)[C@H]1CN(C[C@H]1F)C(=O)OC(C)(C)C tert-butyl (3S,4R)-3-(5-bromo-6-methoxy-2H-indazol-2-yl)-4-fluoropyrrolidine-1-carboxylate